2,6,7-naphthalenetricarboxylate C1=C(C=CC2=CC(=C(C=C12)C(=O)[O-])C(=O)[O-])C(=O)[O-]